[Si](C)(C)(C(C)(C)C)OC[C@@H](COC1=C(C(=NN1C1OCCCC1)C)[N+](=O)[O-])C 5-((R)-3-((tert-butyldimethylsilyl)oxy)-2-methylpropoxy)-3-methyl-4-nitro-1-(tetrahydro-2H-pyran-2-yl)-1H-pyrazole